C(C1=CC=CC=C1)N(C(=O)[C@H]1CCCC=2N(C3=CC=CC=C3C12)CCF)CC (S)-N-benzyl-N-ethyl-9-(2-fluoroethyl)-2,3,4,9-tetrahydro-1H-carbazole-4-carboxamide